O1CC(C1)C=1C=C2C=CC(=CC2=CC1)C(=O)OC(C)C Isopropyl 6-(oxetan-3-yl)-2-naphthoate